iodobenzoate IC1=C(C(=O)[O-])C=CC=C1